2-(2-bromo-5-fluoro-9-oxopyrazolo[5,1-b]quinazolin-4(9H)-yl)-N-(5-fluoropyridin-2-yl)acetamide BrC1=NN2C(N(C=3C(=CC=CC3C2=O)F)CC(=O)NC2=NC=C(C=C2)F)=C1